N-[4-(5-chloro-1,3-benzoxazol-2-yl)-1-bicyclo[2.2.2]octanyl]-2-(1,1-dioxothiolan-2-yl)acetamide ClC=1C=CC2=C(N=C(O2)C23CCC(CC2)(CC3)NC(CC3S(CCC3)(=O)=O)=O)C1